BrC1=CC2=CN(N=C2C=C1OC)C1C(CN(CC1)C)(F)F 5-bromo-2-(3,3-difluoro-1-methylpiperidin-4-yl)-6-methoxy-2H-indazole